C1(CC1)C1N(CC2=C(C=C(C=C2C1=O)C)C(C)O)N1CCC(CC1)(C)C 3-cyclopropyl-2-(4,4-dimethylpiperidin-1-yl)-8-(1-hydroxyethyl)-6-methylisoquinolin-4(3H)-one